FC1=CC=CC=2C3CC[C@@]4(/C(/C[C@H](C4C3CCC12)CCC(=O)NC=1N=NC(=CC1)C)=N/O)C 3-((13S,15R,E)-4-fluoro-17-(hydroxyimino)-13-methyl-7,8,9,11,12,13,14,15,16,17-decahydro-6H-cyclopenta[a]phenanthren-15-yl)-N-(6-methylpyridazin-3-yl)propanamide